N-(1-(cycloheptylamino)-3-(1-methylpiperidin-4-yl)-1-oxopropan-2-yl)-N-(2-octyldodecyl)dodecanamide C1(CCCCCC1)NC(C(CC1CCN(CC1)C)N(C(CCCCCCCCCCC)=O)CC(CCCCCCCCCC)CCCCCCCC)=O